4-(1,2-dihydroxyethyl)-1,3-dioxolan-2-one OC(CO)C1OC(OC1)=O